CN(C1=CC=C(C=C1)C=CC(=O)C1=CC=C(C(=O)O)C=C1)C 4-[3-[4-(Dimethylamino)phenyl]prop-2-enoyl]benzoic acid